ditertiary butyl sulfone C(C)(C)(C)S(=O)(=O)C(C)(C)C